(7-((2S,5R)-4-(1-(2,3-dimethylquinoxalin-6-yl)ethyl)-2,5-dimethylpiperazin-1-yl)-4-methyl-5-oxo-4,5-dihydro-2H-pyrazolo[4,3-b]pyridin-2-yl)acetonitrile CC1=NC2=CC=C(C=C2N=C1C)C(C)N1C[C@@H](N(C[C@H]1C)C=1C=2C(N(C(C1)=O)C)=CN(N2)CC#N)C